O1CCN(CC1)CCCNC1=CC(N(C(N1C1=CC=C(C=C1)C)=O)C1=CC=C(C=C1)C)=O 6-[(3-morpholinopropyl)amino]-1,3-bis(4-methylphenyl)pyrimidine-2,4(1H,3H)-dione